P(=O)(O)(O)O.NC1=C(C(=O)NC)C=C(C=C1C)Cl 2-amino-5-chloro-3,N-dimethylbenzamide dihydrogen phosphate